FC(C1=CC(=C(S1)C(=O)N)N1CCOCC1)F 5-(difluoromethyl)-3-morpholinothiophene-2-carboxamide